COC(C(CCC)Br)=O.CC1=NN(C=C1NC1=NC=C(C(=N1)NCCCNC(C(C)C)=O)C(F)(F)F)C1CCN(CC1)C N-(3-((2-((3-methyl-1-(1-methylpiperidin-4-yl)-1H-pyrazol-4-yl)amino)-5-(trifluoromethyl)pyrimidin-4-yl)amino)propyl)isobutyramide methyl-2-bromo-valerate